C(=O)=NC(C1=CC=CC=C1)C(=O)O Carbonyl-phenylglycine